ClC=1C(=CC(=C(C1)C1=CC(=NC=C1C(=O)O)C)OC)S(=O)(=O)C 4-(5-chloro-2-methoxy-4-(methylsulfonyl)phenyl)-6-methylnicotinic Acid